OC[C@H](/C=C/C1=CC=C(C=C1)C1=CC=C(C=C1)C1CC(C1)C(=O)OC)N1C(=NC=C1)[C@H](C)O methyl 3-(4'-((S,E)-4-hydroxy-3-(2-((S)-1-hydroxyethyl)-1H-imidazol-1-yl)but-1-en-1-yl)-[1,1'-biphenyl]-4-yl)cyclobutane-1-carboxylate